(2R,3R,4R,5S)-5-((3-chloro-1,2,4-thiadiazol-5-yl)amino)-2-(hydroxymethyl)tetrahydro-2H-pyran-3,4-diol ClC1=NSC(=N1)N[C@@H]1[C@H]([C@H]([C@H](OC1)CO)O)O